CC1=C(C=C(C=C1)NC(=O)N1C[C@H](CC1)SC(F)(F)F)C=1C=NC(=C(C1)N1CCOCC1)OC1CCOCC1 (3S)-N-[4-methyl-3-[5-(morpholin-4-yl)-6-(oxan-4-yloxy)pyridin-3-yl]phenyl]-3-[(trifluoromethyl)sulfanyl]pyrrolidine-1-carboxamide